(S,E)-1-(3-(4-(4-(2-amino-4-(difluoromethyl)pyrimidin-5-yl)-6-morpholino-1,3,5-triazin-2-yl)piperazine-1-carbonyl)pyrrolidin-1-yl)hept-5-ene-1,4-dione NC1=NC=C(C(=N1)C(F)F)C1=NC(=NC(=N1)N1CCOCC1)N1CCN(CC1)C(=O)[C@@H]1CN(CC1)C(CCC(\C=C\C)=O)=O